ClC1=NC=2N([C@H](C(NC2C(=N1)C)=O)C1(CCC1)OC)C (7S)-2-chloro-7-(1-methoxycyclobutyl)-4,8-dimethyl-7,8-dihydropteridin-6(5H)-one